N=1N(N=CC1)C1=CC(=NC=C1)OCC1=C(N=NN1C)C1=CC=C(C(=N1)C)N1C[C@H](CCC1)CC(=O)O (R)-2-(1-(6-(5-(((4-(2H-1,2,3-triazol-2-yl)pyridin-2-yl)oxy)methyl)-1-methyl-1H-1,2,3-triazol-4-yl)-2-methylpyridin-3-yl)piperidin-3-yl)acetic acid